7-[6-(4-ethylpiperazin-1-yl)-2-pyridyl]-2,7-diazaspiro[3.5]nonane C(C)N1CCN(CC1)C1=CC=CC(=N1)N1CCC2(CNC2)CC1